(R)-1-(3-fluoro-4-(trifluoromethyl)phenyl)-3-(1-(tetrahydrofuran-3-carbonyl)piperidin-4-yl)urea FC=1C=C(C=CC1C(F)(F)F)NC(=O)NC1CCN(CC1)C(=O)[C@H]1COCC1